ClC=1C(=NC=CC1)C=1C(=NNC1)C1CC1 3-chloro-2-(3-cyclopropyl-1H-pyrazol-4-yl)pyridine